ClC=1C(=NN(C1)C(F)F)OCC1=C(C=C(C=C1)NC(CC1=C(C=CC(=C1)F)Cl)=O)S(N)(=O)=O N-(4-(((4-Chloro-1-(difluoromethyl)-1H-pyrazol-3-yl)oxy)methyl)-3-sulfamoylphenyl)-2-(2-Chloro-5-fluorophenyl)acetamide